C1(CCCCC1)=N[C@@H](C)C(=O)O (1-cyclohexylidene)-alanine